C(C)NCC(=O)O ethylaminoacetic acid